(5S)-3-methyl-3,7-diazadispiro[3.0.45.24]undecane CN1CCC12[C@@]1(CNCC1)CC2